2-chloro-4-((3S)-8-(4-(4-(1-(2-(2,6-dioxopiperidin-3-yl)-1,3-dioxoisoindolin-5-yl)azetidin-3-yl)piperidine-1-carbonyl)phenyl)-3-methyl-2,8-diazaspiro[4.5]decan-2-yl)benzonitrile ClC1=C(C#N)C=CC(=C1)N1CC2(C[C@@H]1C)CCN(CC2)C2=CC=C(C=C2)C(=O)N2CCC(CC2)C2CN(C2)C=2C=C1C(N(C(C1=CC2)=O)C2C(NC(CC2)=O)=O)=O